N(C(=O)N)C1(C(C=CC=C1)C(O[Si](OC)(OC)CCC)N=C=O)C 1-ureidotolylisocyanato-3-propyltrimethoxysilane